tert-butyl (2S,5R)-4-(3-(tert-butylamino)-1-(4-fluorophenyl)-3-oxopropyl)-2,5-dimethylpiperazine-1-carboxylate C(C)(C)(C)NC(CC(C1=CC=C(C=C1)F)N1C[C@@H](N(C[C@H]1C)C(=O)OC(C)(C)C)C)=O